CN(C)CC1=NC=C(C2=CC=C(C=C12)OC1=CC=CC=C1)O 1-((dimethylamino)methyl)-4-hydroxy-7-phenoxyisoquinoline